N-((S)-1-(((R)-3-methyl-1-((1S,7S)-11-methyl-2,6-dioxo-3,5-dioxa-9-thia-11-aza-4-borabicyclo[5.3.1]undecan-4-yl)butyl)amino)-1-oxo-3-phenylpropan-2-yl)pyrazine-2-carboxamide CC(C[C@@H](B1OC([C@H]2CSC[C@H](C(O1)=O)N2C)=O)NC([C@H](CC2=CC=CC=C2)NC(=O)C2=NC=CN=C2)=O)C